NC1=C(C(=O)OCC)C=C(N=C1Cl)C Ethyl 3-amino-2-chloro-6-methylisonicotinate